C(CC)S(=O)(=O)[O-].C[NH+](C)CCC(C(=C)C)=O N,N-dimethyl-(methacryloyl-ethyl)ammonium propanesulfonate